N1=C(C=CC=C1)CNC(=O)C=1N=NN(C1)CCCCC=1N=NC(=CC1)NC(CC1=CC(=CC=C1)OC(F)(F)F)=O N-(pyridin-2-ylmethyl)-1-[4-(6-{2-[3-(trifluoromethoxy)phenyl]acetamido}pyridazin-3-yl)butyl]-1H-1,2,3-triazole-4-carboxamide